N(=O)OCC1=CC=C(C=C1)C 4-Methylbenzyl nitrite